1-[5-[3-[(1R)-2,2-difluorocyclopropyl]triazol-4-yl]-3-pyridyl]-N-[(1R)-1-[2-fluoro-3-(trifluoromethyl)phenyl]ethyl]-6-oxo-pyridazine-3-carboxamide FC1([C@@H](C1)N1N=NC=C1C=1C=C(C=NC1)N1N=C(C=CC1=O)C(=O)N[C@H](C)C1=C(C(=CC=C1)C(F)(F)F)F)F